Cl.FC(OC=1C=C(C=NC1)N)(F)F 5-(trifluoromethoxy)pyridin-3-amine hydrochloride salt